tert-butyl (exo)-3-amino-8-azabicyclo[3.2.1]octane-8-carboxylate NC1CC2CCC(C1)N2C(=O)OC(C)(C)C